benzyl (R,Z)-4-((tert-butylsulfinyl) imino)-6-azaspiro[2.5]octane-6-carboxylate C(C)(C)(C)[S@@](=O)\N=C/1\C2(CC2)CCN(C1)C(=O)OCC1=CC=CC=C1